O1C=COC=2C1=C1C(N=CC1=CC2)=O [1,4]dioxino[2,3-e]isoindol-9-one